C1(=CC=CC=C1)N1N=CC(=C1C(F)(F)F)C(=O)NN=CC1=CC(=C(C=C1)OC)O 1-phenyl-5-trifluoromethyl-N'-(1-(3-hydroxy-4-methoxyphenyl)methylene)-1H-pyrazole-4-formhydrazide